5-AMINO-2-PYRIDINECARBOXYLIC ACID NC=1C=CC(=NC1)C(=O)O